Aminopterin NC1N=C(N)C2=NC(CNC3C=CC(C(=O)N[C@@H](CCC(=O)O)C(=O)O)=CC=3)=CN=C2N=1